(1-Ethyl-2,3,4,5-tetramethylcyclopentadienyl)(2-isopropylindenyl)zirconium dichloride [Cl-].[Cl-].C(C)C1(C(=C(C(=C1C)C)C)C)[Zr+2]C1C(=CC2=CC=CC=C12)C(C)C